C(C)(C)(C)OC(=O)NC=1C(N(C=CC1)[C@H](C(=O)OC)CC1CCCCC1)=O Methyl (S)-2-(3-((tert-butoxycarbonyl)amino)-2-oxopyridin-1(2H)-yl)-3-cyclohexylpropanoat